CN[C@@H](CC(C)C)[C@@H](O)CC(O)=O monomethyl-statinE